C(C)(=O)NC=1C=C(C2=C(N=C(O2)N2CC3CCC(C2)N3C(=O)OC(C)(C)C)C1)C=1SC=CN1 tert-Butyl 3-(5-acetamido-7-(thiazol-2-yl)benzo[d]oxazol-2-yl)-3,8-diazabicyclo[3.2.1]octane-8-carboxylate